6-(aminomethyl)-3-azabicyclo[3.1.0]hexane-3-carboxylic acid tert-butyl ester tert-butyl-formate C(C)(C)(C)OC=O.C(C)(C)(C)OC(=O)N1CC2C(C2C1)CN